C(C)(C)(C)[C@@]1(N(CCC1)C(=O)OCC1=CC=C(C=C1)SCC1=CC=CC=C1)C1=CC(=C(C=C1)C(CBr)=O)F [4-(benzylthio)phenyl]methanol tert-butyl-(R)-2-(4-(2-bromoacetyl)-3-fluorophenyl)pyrrolidine-1-carboxylate